(S)-11,11-difluoro-8-(2-hydroxypropan-2-yl)-3-methyl-1,3,4,7,8,9,10,11-octahydro-2H-pyrido[4',3':3,4]pyrazolo[1,5-a]azepine-2-carboxylate FC1(C=2N(CC(CC1)C(C)(C)O)N=C1C2CN([C@H](C1)C)C(=O)[O-])F